The molecule is a member of the class of biphenyls that is 1,1'-biphenyl in which the hydrogen at the para-position of each phenyl group has been replaced by an amino group. It has a role as a carcinogenic agent. It is a member of biphenyls and a substituted aniline. C1=CC(=CC=C1C2=CC=C(C=C2)N)N